(1S,2R)-2-((S)-1-((1,3-dioxoisoindolin-2-yl)methyl)-8-((1-methyl-1H-pyrazol-4-yl)methoxy)-1,2,3,4-tetrahydroisoquinoline-2-carbonyl)-N-methylcyclohexane-1-carboxamide O=C1N(C(C2=CC=CC=C12)=O)C[C@H]1N(CCC2=CC=CC(=C12)OCC=1C=NN(C1)C)C(=O)[C@H]1[C@H](CCCC1)C(=O)NC